ClC1=C(C(=CC=C1)C(F)(F)F)C1CC(=NO1)C=1N=C(SC1)C1CCN(CC1)C(COC1=NC=CN=C1OC)=O 1-(4-(4-(5-(2-chloro-6-(trifluoromethyl)phenyl)-4,5-dihydroisoxazol-3-yl)thiazol-2-yl)piperidin-1-yl)-2-((3-methoxypyrazin-2-yl)oxy)ethan-1-one